C(\C=C/CCCCCCCCC)(=O)O 2-cis-dodecenoic acid